(Z)-ethyl 3-(2-chloro-4-fluorophenyl)-3-hydroxyacrylate ClC1=C(C=CC(=C1)F)/C(=C/C(=O)OCC)/O